2-(hydroxy(phenyl)methyl)-4-methylphenol OC(C1=C(C=CC(=C1)C)O)C1=CC=CC=C1